(4-maleimidobutyryloxy)succinimide C1(C=CC(N1CCCC(=O)OC1C(=O)NC(C1)=O)=O)=O